FC(C(=O)O)(F)F.C(C)(C)N1CCCC2=CC(=CC=C12)C=1N=NNC1C(=O)O 4-(1-isopropyl-1,2,3,4-tetrahydroquinolin-6-yl)-1H-1,2,3-triazole-5-carboxylic acid 2,2,2-trifluoroacetate